ClCC(=O)N(CC1=CC=C(C=C1)F)C1=CC(=CC(=C1)OC)OC 2-chloro-N-(3,5-dimethoxyphenyl)-N-[(4-fluorophenyl)methyl]acetamide